CCC(CC)N1N=CC(=C1)C=1C=2N(C=C(N1)C=1C=NN(C1)CCN1C(CNCC1)=O)N=CC2 1-(2-(4-(4-(1-(pent-3-yl)-1H-pyrazol-4-yl)pyrazolo[1,5-a]pyrazin-6-yl)-1H-pyrazol-1-yl)ethyl)piperazin-2-one